(S)-6-(5-methoxy-1H-benzo[d]imidazol-2-yl)-2-methyl-7-((2-methyl-1-(pyrimidin-2-yl)propyl)amino)-2H-pyrazolo[4,3-b]pyridin-5(4H)-one COC1=CC2=C(NC(=N2)C2=C(C=3C(NC2=O)=CN(N3)C)N[C@@H](C(C)C)C3=NC=CC=N3)C=C1